5-(3-methyl-1H-pyrazol-4-yl)pyridin-3-ol CC1=NNC=C1C=1C=C(C=NC1)O